2-methoxy-5-[2-(4-methylphenyl)ethyl]phenol COC1=C(C=C(C=C1)CCC1=CC=C(C=C1)C)O